OC(C(=O)O)(C1=CC=CC=C1)C1CCCCC1.OC(C(C)=O)(C1=CC=CC=C1)C1CCCCC1 hydroxycyclohexyl-phenyl-acetone (Hydroxycyclohexyl phenyl acetate)